C(C)(C)(C)N=[W](N(C)CC)(N(CC)C)=NC(C)(C)C bis(tert-butylimino)bis(methylethylamino)tungsten (VI)